ClC1=C2C=C(C=NC2=CC(=N1)Cl)OC (d)-5,7-dichloro-3-methoxy-1,6-naphthyridine